(R)-(5-nitro-7-sulfamoyl-3,4-dihydro-2H-benzo[b][1,4]oxazin-3-yl)methyl methanesulfonate CS(=O)(=O)OC[C@@H]1NC2=C(OC1)C=C(C=C2[N+](=O)[O-])S(N)(=O)=O